C(C)C(=O)O ethyl-carboxylic acid